NC1=NC=C(C=C1C1=C(C=C(C=C1)NC(=O)C1=CN(C=C(C1=O)C1=NC=C(C=C1)F)CC1CCC1)F)C1=CC=C(C=C1)OC1CN(C1)C(=O)C1CCOCC1 N-[4-[2-amino-5-[4-[1-(tetrahydropyran-4-carbonyl)azetidin-3-yl]oxyphenyl]-3-pyridyl]-3-fluorophenyl]-1-(cyclobutylmethyl)-5-(5-fluoro-2-pyridyl)-4-oxopyridine-3-carboxamide